(R)-2-(1-(2-isopropoxy-2-(2-(trifluoromethoxy)phenyl)ethyl)-5-methyl-6-(oxazol-2-yl)-2,4-dioxo-1,2-dihydrothieno[2,3-d]pyrimidin-3(4H)-yl)-2-methylpropanoic acid C(C)(C)O[C@@H](CN1C(N(C(C2=C1SC(=C2C)C=2OC=CN2)=O)C(C(=O)O)(C)C)=O)C2=C(C=CC=C2)OC(F)(F)F